C(=O)(OCC1C2=CC=CC=C2C2=CC=CC=C12)N[C@@H](CCCC)C(=O)O Fmoc-norleucine